C(C)OC=1C=C(C=CC1OC)[C@@H](CS(=O)(=O)C)N (1S)-1-(3-ethoxy-4-methoxy-phenyl)-2-methylsulfonylethanamine